BrC1=CC=C(\C=C/2\C(C=3C=CC(=CC3CC2)C(=O)O)=O)C=C1 (E)-6-(4-bromobenzylidene)-5-oxo-5,6,7,8-tetrahydronaphthalene-2-carboxylic acid